(S)-2-((((9H-fluoren-9-yl)methoxy)carbonyl)amino)-5-morpholinopentanoic acid C1=CC=CC=2C3=CC=CC=C3C(C12)COC(=O)N[C@H](C(=O)O)CCCN1CCOCC1